(9Z,12E)-tetradeca-9,12-dien CCCCCCCC\C=C/C\C=C\C